ClC1=CC=C(C=C1)NC(CCC1=C2CN(C(C2=CC=C1)=O)C1C(NC(CC1)=O)=O)=O N-(4-chlorophenyl)-3-[2-(2,6-dioxo-hexahydropyridin-3-yl)-1-oxo-2,3-dihydro-1H-isoindol-4-yl]propionamide